ClC=1C=CC(=C(C1)CC(=O)O)OC (5-chloro-2-methoxyphenyl)acetic acid